methyl 5-((1-(tert-butoxycarbonyl)piperidin-4-yl)oxy)picolinate C(C)(C)(C)OC(=O)N1CCC(CC1)OC=1C=CC(=NC1)C(=O)OC